ClC1=CC(=C(N=N1)OC1=CC(=CC=C1)C(F)(F)F)C(=O)NCC(F)(F)C1=C(C=C(C=C1)C1CC1)C 6-chloro-N-[2-(4-cyclopropyl-2-methyl-phenyl)-2,2-difluoroethyl]-3-[3-(trifluoromethyl)phenoxy]pyridazine-4-carboxamide